ClC1=C(C=CC2=C1C(=N[C@H](C=1N2N=C(N1)NC(=O)N1C=CS(C=C1)(=O)=O)C)C1=C(C=CC=C1F)F)C(F)(F)F N-[(4S)-7-chloro-6-(2,6-difluorophenyl)-4-methyl-8-(trifluoromethyl)-4H-[1,2,4]triazolo[1,5-a][1,4]benzodiazepine-2-Yl]-1,1-dioxo-1,4-thiazine-4-carboxamide